FC(C1=C(C=CC(=C1)[N+](=O)[O-])N1CCC(CC1)(O)CC(=O)OC(C)(C)C)F tert-butyl 2-[1-[2-(difluoromethyl)-4-nitro-phenyl]-4-hydroxy-4-piperidyl]acetate